iodopropyl-dimethyl-methoxysilane ICCC[Si](OC)(C)C